OP(O)OP(O)O.C(C)(C)(C)C1=C(C=CC(=C1)C(C)(C)C)C(C(C(O)(C1=C(C=C(C=C1)C(C)(C)C)C(C)(C)C)C1=C(C=C(C=C1)C(C)(C)C)C(C)(C)C)(CO)CO)O tris(2,4-di-tert-butylphenyl)pentaerythritol diphosphite